2-(3-chlorophenyl)-2-tolylacetonitrile ClC=1C=C(C=CC1)C1(C(C=CC=C1)C)CC#N